O1C(=O)CCC2=CC=CC=C12 DIHYDROCOUMARINE